Cl.FC1=C(C=C(OC2CC(C2)NCC2=C3C=CN=CC3=CC=C2C)C=C1)C(F)(F)F (1r,3r)-3-(4-fluoro-3-(trifluoromethyl)phenoxy)-N-((6-methylisoquinolin-5-yl)methyl)cyclobutane-1-amine hydrochloride